COC(=O)C1=NC=CC=C1C1=NOC(=N1)C12CCC(CC1)(CC2)I (5-(4-iodobicyclo[2.2.2]oct-1-yl)-1,2,4-oxadiazol-3-yl)pyridine-2-carboxylic acid methyl ester